ClC=1C(=NC(=NC1)NC1CCOCC1)C1=CC=C2CN(C(C2=C1)=O)CC(=O)N[C@H](CO)C1=NC(=CC=C1)C 2-(6-{5-chloro-2-[(oxan-4-yl)amino]pyrimidin-4-yl}-1-oxo-2,3-dihydro-1H-isoindol-2-yl)-N-[(1S)-2-hydroxy-1-(6-methylpyridin-2-yl)ethyl]acetamide